methyl (2S,3R)-3-acetamido-2-hydroxy-3-phenyl-propanoate C(C)(=O)N[C@@H]([C@@H](C(=O)OC)O)C1=CC=CC=C1